N-(1-(cyanomethyl)-2-oxo-1,2-dihydropyridin-3-yl)-2-((1R,4R)-4-((R)-2-hydroxy-N-methylpropanamido)cyclohexyl)-6-methoxy-2H-indazole-5-carboxamide C(#N)CN1C(C(=CC=C1)NC(=O)C1=CC2=CN(N=C2C=C1OC)C1CCC(CC1)N(C([C@@H](C)O)=O)C)=O